FC1=C(C(=CC=C1C(=O)C1=CNC2=NC=C(C=C21)C=2C=NC(=NC2)N2CC(C2)O)F)NS(=O)(=O)CCC N-(2,6-difluoro-3-(5-(2-(3-hydroxy-azetidin-1-yl)-pyrimidin-5-yl)-1H-pyrrolo[2,3-b]pyridine-3-carbonyl)phenyl)-propane-1-sulfonamide